4-(5-(3,5-dimethylisoxazol-4-yl)-1-(3-methyltetrahydrofuran-3-yl)-1H-pyrrolo[2,3-b]pyridin-3-yl)-3-(trifluoromethoxy)benzoic acid CC1=NOC(=C1C=1C=C2C(=NC1)N(C=C2C2=C(C=C(C(=O)O)C=C2)OC(F)(F)F)C2(COCC2)C)C